FC1=CC(=NC=C1)C=1C=C(C(=O)O)C=CC1NC1=CC=C(C=C1)C(F)(F)F 3-(4-fluoro-2-pyridyl)-4-[4-(trifluoromethyl)anilino]benzoic acid